C(C)(C)C1=C(C=C(C=C1)C)N1/C(/SCC1=O)=N/C(=O)NOCC1=CC=C(C=C1)C1=NN(C=N1)C1=CC=C(C=C1)OC(C(F)(F)F)(F)F (Z)-1-(3-(2-isopropyl-5-methylphenyl)-4-oxothiazolidine-2-ylidene)-3-((4-(1-(4-(perfluoroethoxy)phenyl)-1H-1,2,4-triazol-3-yl)benzyl)oxy)urea